1-(4-(difluoromethoxy)-3-methoxyphenyl)-N-methylmethanamine FC(OC1=C(C=C(C=C1)CNC)OC)F